BrC=1C=C(C=C2C(=C(NC12)C1CC1)C=O)F 7-BROMO-2-CYCLOPROPYL-5-FLUORO-1H-INDOLE-3-CARBOXALDEHYDE